ClC=1C=C2C(=CC(=NC2=CC1)C(F)(F)F)N[C@@H]1C[C@@H](CCC1)NC(=O)C=1C=2C(C=NC1)=CNN2 N-[(1R,3S)-3-{[6-chloro-2-(trifluoromethyl)quinolin-4-yl]amino}cyclohexyl]-2H-pyrazolo[4,3-c]pyridine-7-carboxamide